CC1(NC(CC(C1)C(C(=O)[O-])N(C(C(=O)[O-])C1CC(NC(C1)(C)C)(C)C)C(C(=O)[O-])C1CC(NC(C1)(C)C)(C)C)(C)C)C tris(2,2,6,6-tetramethyl-4-piperidyl)-nitrilotriacetate